2-carboxy-6-aminoNaphthalene C(=O)(O)C1=CC2=CC=C(C=C2C=C1)N